1-toluenesulfonamide CC1(CC=CC=C1)S(=O)(=O)N